O[C@H]1[C@@H]([C@H]([C@H](C1)O)C\C=C/CCCC(=O)OC(C)OC(=O)OCC(CC#CCCCC(=O)[O-])(CC#CCCCC(=O)[O-])C)CC[C@H](CCC1=CC=CC=C1)O 2-((((1-(((Z)-7-((1R,2R,3R,5S)-3,5-dihydroxy-2-((R)-3-hydroxy-5-phenylpentyl)cyclopentyl)hept-5-enoyl)oxy)ethoxy)carbonyl) oxy)methyl)-2-methylpropane-1,3-diylbis(hex-5-ynoate)